1-CYANOCYCLOPENTANECARBOXYLIC ACID C(#N)C1(CCCC1)C(=O)O